O=C1NC(CCC1N1C(C2=CC=C(C=C2C1=O)N([C@@H]1[C@H](CCC1)N1CCCCC1)C)=O)=O 2-(2,6-dioxopiperidin-3-yl)-5-(methyl((1S,2S)-2-(piperidin-1-yl)cyclopentyl)amino)isoindoline-1,3-dione